CN1S(C2=C(C(C3=C1C=CC=C3)NCCCCCCC(=O)OCC)C=CC=C2)(=O)=O Ethyl 7-((6-methyl-5,5-dioxido-6,11-dihydrodibenzo[c,f][1,2]thiazepin-11-yl)amino)heptanoate